NCC(C(=O)NC=1C=CC=C2C(=CNC12)C=1C=NNC1)C1=CC(=CC=C1)Cl 3-amino-2-(3-chlorophenyl)-N-[3-(1H-pyrazol-4-yl)-1H-indol-7-yl]propionamide